(S)-2-((2-((R)-4-(difluoromethyl)-2-carbonyl-thiazolidine-3-yl)-8-fluoro-5,6-dihydrobenzo[f]imidazo[1,2-d][1,4]oxazepin-9-yl)amino)-3-methoxypropionamide FC([C@H]1N(C(SC1)=C=O)C=1N=C2N(CCOC3=C2C=CC(=C3F)N[C@H](C(=O)N)COC)C1)F